C(CCC)OC(C(C(=O)OCCCC)(C)C1=CC=CC=C1)=O Phenyl-methyl-malonic acid dibutyl ester